CS(=O)(C)=NC=1C=CC(=NC1)N1N=CN=C1[C@H](C)N(C(C1=CC(=CC(=C1)C(F)(F)F)F)=O)C (S)-N-(1-(1-(5-((dimethyl(oxo)-λ6-sulfaneylidene)amino)pyridin-2-yl)-1H-1,2,4-triazol-5-yl)ethyl)-3-fluoro-N-methyl-5-(trifluoromethyl)benzamide